NC1=NC(=CC(=N1)N1N=NC2=C1C=CC(=C2)CO)C=2OC=CC2 [1-[2-amino-6-(furan-2-yl)pyrimidin-4-yl]-1,2,3-benzotriazol-5-yl]methanol